n-pentyl triacontanoate C(CCCCCCCCCCCCCCCCCCCCCCCCCCCCC)(=O)OCCCCC